C1=CC(=C(C=C1CC(C(=O)O)N)[N+](=O)[O-])O The molecule is a nitrotyrosine comprising tyrosine having a nitro group at the 3-position on the phenyl ring. It is a nitrotyrosine, a non-proteinogenic alpha-amino acid, a member of 2-nitrophenols and a C-nitro compound.